NC1=NC=NN2C1=CC=C2[C@H]2[C@@H]([C@@H]([C@@](O2)(C#N)CO[P@@](=O)(OC2=CC=CC=C2)N[C@@H](C)C(=O)OC2CCCCC2)O)O cyclohexyl ((R)-(((2R,3S,4R,5S)-5-(4-aminopyrrolo[2,1-f][1,2,4]triazin-7-yl)-2-cyano-3,4-dihydroxytetrahydrofuran-2-yl)methoxy)(phenoxy)phosphoryl)-L-alaninate